bis(2-ethylhexyl) 2,2'-dithiodiacetate C(CSSCC(=O)OCC(CCCC)CC)(=O)OCC(CCCC)CC